3-((4-((3S,4R)-4-(4-bromophenyl)-3-fluoropiperidin-1-yl)-5-fluoro-2-methoxyphenyl)amino)piperidine-2,6-dione BrC1=CC=C(C=C1)[C@@H]1[C@@H](CN(CC1)C1=CC(=C(C=C1F)NC1C(NC(CC1)=O)=O)OC)F